2,5-dihydroxybiphenyl-terephthalic acid OC1(C(=CC(=CC1)O)C1=CC=CC=C1)C1=CC(=CC=C1C(=O)O)C(=O)O